1,3,5-trimethylamino-2,4,6-trinitrobenzene CNC1=C(C(=C(C(=C1[N+](=O)[O-])NC)[N+](=O)[O-])NC)[N+](=O)[O-]